N1(CCC1)C1=CC2=C(SC(=C2)C=2SC(=C(N2)C)C(=O)OC)C(=C1)C#N Methyl 2-(5-(azetidin-1-yl)-7-cyanobenzo[b]thiophen-2-yl)-4-methylthiazole-5-carboxylate